[Cl-].COCC[NH+](CCC[Si](OC)(OC)OC)CCOC bis(methoxyethyl)-3-trimethoxysilylpropylammonium chloride